C(#N)C1(CCN(CC1)C1=C(C=NC2=CC=C(C=C12)F)C(=O)N1CCN(CC1)S(=O)(=O)N(C)C)C1=CC=CC=C1 4-(4-(4-cyano-4-phenylpiperidin-1-yl)-6-fluoroquinoline-3-carbonyl)-N,N-dimethylpiperazine-1-sulfonamide